COCNCC(O)C1=CC(O)=C(O)C=C1 Methoxyadrenaline